8-(6-(4-Acetylpiperazin-1-yl)thieno[3,2-c]pyridin-2-yl)-7-(1-(2-hydroxy-2-methylpropyl)-1H-pyrazol-4-yl)-1-isopropyl-3-methyl-3,6-dihydroimidazo[4,5-d]pyrrolo[2,3-b]pyridin-2(1H)-on C(C)(=O)N1CCN(CC1)C1=CC2=C(C=N1)C=C(S2)C2=C(NC1=NC=C3C(=C12)N(C(N3C)=O)C(C)C)C=3C=NN(C3)CC(C)(C)O